(5-chloro-2,4-difluorophenyl)-1-(6-methyl-4-(trifluoromethyl)pyridin-2-yl)-2,3-dihydro-1H-pyrrolo[3,2-b]pyridine-2-carboxamide ClC=1C(=CC(=C(C1)C1(CC2=NC=CC=C2N1C1=NC(=CC(=C1)C(F)(F)F)C)C(=O)N)F)F